2,3,4,5-TETRAHYDRO-1H-PYRIDO[4,3-B]INDOLE C1NCCC=2NC=3C=CC=CC3C21